C(CCCCCCCCCCCCCCC)(=O)CC(C1=CC=CC=C1)=O Palmitoyl-benzoylmethan